C1=CC=CC=2C3=CC=CC=C3C(C12)COC(=O)N[C@@H](CCSC)C(=O)O N-(9-fluorenylmethoxycarbonyl)methionine